7-(1-methylpiperidin-4-yl)quinolin-4-amine CN1CCC(CC1)C1=CC=C2C(=CC=NC2=C1)N